4-(3-ethyl-2-methyl-2H-indazol-5-yl)-5-fluoro-N-(5-(piperazin-1-ylmethyl)pyridin-2-yl)pyrimidin-2-amine C(C)C=1N(N=C2C=CC(=CC12)C1=NC(=NC=C1F)NC1=NC=C(C=C1)CN1CCNCC1)C